2-(2-(3-fluoro-4-(trifluoromethyl)phenyl)cyclopropyl)-5-(4-(trifluoromethyl)-1H-pyrrol-2-yl)pyridin-4-ol 2-(4-bromoindazol-2-yl)ethyl-methanesulfonate BrC=1C2=CN(N=C2C=CC1)CCCS(=O)(=O)OC1=CC(=NC=C1C=1NC=C(C1)C(F)(F)F)C1C(C1)C1=CC(=C(C=C1)C(F)(F)F)F